C1(CC1)N1C(=NC2=NC=C(C=C21)C=2C=CN1N=CN=C(C12)OC)C 1-cyclopropyl-6-(4-methoxypyrrolo[2,1-f][1,2,4]triazin-5-yl)-2-methyl-1H-imidazo[4,5-b]pyridine